N-methyl-trans-3-(3-furyl)acrylamide CNC(\C=C\C1=COC=C1)=O